sodium (2S,5R)-N-[2-(dimethylamino)-2-oxoethoxy]-7-oxo-6-(sulfooxy)-1,6-diazabicyclo[3.2.1]octane-2-carboxamide CN(C(CONC(=O)[C@H]1N2C(N([C@H](CC1)C2)OS(=O)(=O)O)=O)=O)C.[Na]